ethyldimethyl-sulfonium (E)-ethyl-14-((tert-butyldiphenylsilyl)oxy)-3-nonyltetradec-2-enoate C(C)OC(\C=C(\CCCCCCCCCCCO[Si](C1=CC=CC=C1)(C1=CC=CC=C1)C(C)(C)C)/CCCCCCCCC)=O.C(C)[S+](C)C